C1(CC1)CN(C1=CC(N(C=2C=CC(=NC12)C#N)C)=O)C1=CC=C(C=C1)C1=CC(=CC=C1)OC 8-((cyclopropylmethyl)(3'-methoxy-[1,1'-biphenyl]-4-yl)amino)-5-methyl-6-oxo-5,6-dihydro-1,5-naphthyridine-2-carbonitrile